N-((1R,4R)-4-((4-((5-cyclopentyl-1H-pyrazol-3-yl)amino)pyrimidin-2-yl)(methyl)amino)cyclohexyl)-2-(3-(trifluoromethyl)phenyl)acetamide C1(CCCC1)C1=CC(=NN1)NC1=NC(=NC=C1)N(C1CCC(CC1)NC(CC1=CC(=CC=C1)C(F)(F)F)=O)C